2-(3-(2-hydroxyethyl)-2,2-dimethylcyclopropyl)-3-methylcyclopent-2-en-1-one OCCC1C(C1C=1C(CCC1C)=O)(C)C